N1=C(C=CC=C1)NC1=CC(=NC=N1)NC=1SC2=C(N1)C1(NC2=O)CCCCC1 2'-((6-(pyridin-2-ylamino)pyrimidin-4-yl)amino)spiro[cyclohexane-1,4'-pyrrolo[3,4-d]thiazol]-6'(5'H)-one